neodymium (2-ethylhexyl) (p-nonylphenyl)phosphonate C(CCCCCCCC)C1=CC=C(C=C1)P(OCC(CCCC)CC)([O-])=O.[Nd+3].C(C)C(COP([O-])(=O)C1=CC=C(C=C1)CCCCCCCCC)CCCC.C(C)C(COP([O-])(=O)C1=CC=C(C=C1)CCCCCCCCC)CCCC